O=C(C(=O)OCC)C(=O)OCC 1,3-diethyl 2-oxopropanedioate